2-(chloromethyl)-5-nitropyridine ClCC1=NC=C(C=C1)[N+](=O)[O-]